FC1=C2C(NC(=NC2=CC(=C1)OCC1CCN(CC1)C1CCC2(CN(C2)C(=O)OC(C)(C)C)CC1)CSC1CCOCC1)=O tert-butyl 7-(4-(((5-fluoro-4-oxo-2-(((tetrahydro-2H-pyran-4-yl) thio) methyl)-3,4-dihydroquinazolin-7-yl) oxy) methyl) piperidin-1-yl)-2-azaspiro[3.5]nonane-2-carboxylate